C(C)N1C(=NC=2C1=NC(=CC2)C=2C=CN1N=C(N=CC12)C1(CCC(CC1)NC)N)C 1-(5-(3-ethyl-2-methyl-3H-imidazo[4,5-b]pyridin-5-yl)pyrrolo[2,1-f][1,2,4]triazin-2-yl)-N4-methylcyclohexane-1,4-diamine